1-(4-fluorobenzyl)-3-(6H-isochromeno[3,4-c]pyridin-8-yl)urea FC1=CC=C(CNC(=O)NC=2C=CC3=C(C2)COC2=CN=CC=C23)C=C1